COC1=CC=C(C=C1)C(SC1(CC1)C(=O)OCC)(C1=CC=CC=C1)C1=CC=C(C=C1)OC ethyl 1-((bis(4-methoxyphenyl)(phenyl)methyl)thio)cyclopropanecarboxylate